tert-butyl (2S)-4-(2-(2-(1H-imidazol-1-yl)cyclobutoxy)-7-(8-chloro-7-fluoronaphthalen-1-yl)-5,6,7,8-tetrahydropyrido[3,4-d]pyrimidin-4-yl)-2-(cyanomethyl)piperazine-1-carboxylate N1(C=NC=C1)C1C(CC1)OC=1N=C(C2=C(N1)CN(CC2)C2=CC=CC1=CC=C(C(=C21)Cl)F)N2C[C@@H](N(CC2)C(=O)OC(C)(C)C)CC#N